CC=1NC2=CC=CC=C2C1C=1N=C(SC1)C1=CNC2=CC(=CC=C12)O 3-(4-(2-Methyl-1H-indol-3-yl)thiazol-2-yl)-1H-indol-6-ol